(E)-3,5-dimethyl-2-(phenyldiazenyl)-1H-pyrrole CC1=C(NC(=C1)C)\N=N\C1=CC=CC=C1